C1(CC1)CN1CCN(CC1)C1=CC=C(C=C1)C=1C=C(C2=C(N(C(=N2)C2=CC=C(C=C2)S(=O)(=O)C)C)C1)C 6-(4-(4-(cyclopropylmethyl)piperazin-1-yl)phenyl)-1,4-dimethyl-2-(4-(methylsulfonyl)phenyl)-1H-benzo[d]imidazole